O1[C@@H](CC1)CN1C(=NC=2C1=NC(=CC2)C(=O)O)[C@H](C)N2CCC(CC2)C2=NC(=CC=C2)OCC2=CC=C1C=NN(C1=C2)CC(F)(F)F 3-(((S)-oxetan-2-yl)methyl)-2-((S)-1-(4-(6-((1-(2,2,2-Trifluoroethyl)-1H-indazol-6-yl)methoxy)pyridin-2-yl)piperidin-1-yl)ethyl)-3H-imidazo[4,5-b]pyridine-5-carboxylic acid